(E)-3-(3-bromo-1H-1,2,4-triazole-1-yl)-2-(pyrimidin-5-yl)acrylamide BrC1=NN(C=N1)/C=C(/C(=O)N)\C=1C=NC=NC1